pyrido[2,3-b][1,4]oxazine-2-one N1C2=C(OCC1=O)N=CC=C2